O1CCN(CC1)C([C@@H](CC1=CC=C(C=C1)C1=CC=C(C=C1)C(F)(F)F)NC(OC(C)(C)C)=O)=O tert-butyl (R)-(1-morpholino-1-oxo-3-(4'-(trifluoromethyl)-[1,1'-biphenyl]-4-yl)propan-2-yl)carbamate